(2S)-2-(methylamino)propan-1-ol CN[C@H](CO)C